FC1=C(C=CC=C1CN1C(OC2=C(C1)C=CC(=C2)[N+](=O)[O-])=O)NC(OC(C)(C)C)=O tert-butyl N-{2-fluoro-3-[(7-nitro-2-oxo-3,4-dihydro-2H-1,3-benzoxazin-3-yl)methyl]phenyl}carbamate